2,6-bis(bromomethyl)-phenol BrCC1=C(C(=CC=C1)CBr)O